N5-((1R,5S,6r)-3-((tert-Butyldimethylsilyl)oxy)bicyclo[3.1.0]hexan-6-yl)-N3-methyl-1-((S)-1-phenylpropyl)-1H-pyrazole-3,5-dicarboxamide [Si](C)(C)(C(C)(C)C)OC1C[C@H]2C([C@H]2C1)NC(=O)C1=CC(=NN1[C@@H](CC)C1=CC=CC=C1)C(=O)NC